OC1=C(C=C2C=C(C(OC2=C1)=O)C(=O)OCC)\N=N\C1=CC=CC=C1 (E)-ethyl 7-hydroxy-2-oxo-6-(phenyldiazenyl)-2H-chromene-3-carboxylate